F[C@@H]1C[C@@H](C=2N1N=C(N2)C(CC)O)C2=CC=CC=C2 1-(cis-5-fluoro-7-phenyl-6,7-dihydro-5H-pyrrolo[1,2-b][1,2,4]triazol-2-yl)propan-1-ol